N-(3-(tert-butyl)-1-phenyl-1H-pyrazol-5-yl)-2-(4-(5-chloro-2-cyanophenyl)5-methoxy-2-oxopyridin-1(2H)-yl)-2-fluoroacetamide C(C)(C)(C)C1=NN(C(=C1)NC(C(F)N1C(C=C(C(=C1)OC)C1=C(C=CC(=C1)Cl)C#N)=O)=O)C1=CC=CC=C1